C1[C@H]([C@@H]([C@H]([C@@H](O1)O)O)O)O[C@H]2[C@@H]([C@H]([C@@H]([C@H](O2)C(=O)O)O)OS(=O)(=O)O)O The molecule is a disaccharide sulfate consisting of 3-O-sulfo-beta-D-glucopyranuronic acid and beta-D-xylopyranose joined in sequence by a (1->4) glycosidic bond. It is a glucosiduronic acid, a disaccharide derivative and an oligosaccharide sulfate. It derives from a beta-D-xylose.